ClC1=NC2=C(C=CC=C2C(=N1)Cl)OC(F)(F)F 2,4-dichloro-8-(trifluoromethoxy)quinazoline